C(N1C(OCC2=C1C=CC(=C2)B2OC(C(O2)(C)C)(C)C)=O)([2H])([2H])[2H] 1-(Methyl-d3)-6-(4,4,5,5-tetramethyl-1,3,2-dioxaborolan-2-yl)-1,4-dihydro-2H-benzo[d][1,3]oxazin-2-one